1-(3-(4-((3-chloro-2-fluorophenyl)amino)quinazolin-6-yl)tetrahydropyrimidin-1(2H)-yl)prop-2-en-1-one ClC=1C(=C(C=CC1)NC1=NC=NC2=CC=C(C=C12)N1CN(CCC1)C(C=C)=O)F